tert-butyl-((4-bromo-2-(N-cyclopropylaminosulfonyl) phenoxy) methyl) piperidine-1-carboxylate N1(CCCCC1)C(=O)OC(OC1=C(C=C(C=C1)Br)S(=O)(=O)NC1CC1)C(C)(C)C